(R)-N-(1-(3-(difluoromethyl)-2-fluorophenyl)ethyl)-4-((1-methylpiperidin-4-yl)amino)-6-(1-(tetrahydro-2H-pyran-4-yl)-1H-pyrazol-5-yl)nicotinamide FC(C=1C(=C(C=CC1)[C@@H](C)NC(C1=CN=C(C=C1NC1CCN(CC1)C)C1=CC=NN1C1CCOCC1)=O)F)F